4-(6-(N-(1-cyanocyclopropyl)sulfamoyl)-3-(5-(trifluoromethyl)-1,3,4-thiadiazol-2-yl)imidazo[1,5-a]pyridin-8-yl)-N,N-dimethylpiperazine-1-carboxamide C(#N)C1(CC1)NS(=O)(=O)C=1C=C(C=2N(C1)C(=NC2)C=2SC(=NN2)C(F)(F)F)N2CCN(CC2)C(=O)N(C)C